C1(CC1)CC=1N=C(N(C1)CC=1C(=NN(C1)C)I)C(=O)[O-].[Na+] sodium 4-(cyclopropylmethyl)-1-((3-iodo-1-methyl-1H-pyrazol-4-yl)methyl)-1H-imidazole-2-carboxylate